1-(3-((5-bromo-2-((3-methyl-1-(1-methylpiperidin-4-yl)-1H-pyrazol-4-yl)amino)pyrimidin-4-yl)amino)propyl)azetidin-2-one BrC=1C(=NC(=NC1)NC=1C(=NN(C1)C1CCN(CC1)C)C)NCCCN1C(CC1)=O